COC1=CC(=NC=C1C(=O)NCC=1C=NC(=CC1)C1=CC=C(C=C1)N1CCOCC1)N1N=CC=C1 4-methoxy-N-((6-(4-morpholinophenyl)pyridin-3-yl)methyl)-6-(1H-pyrazol-1-yl)nicotinamide